[C@@H]1(CCC2=CC=CC=C12)N (S)-1-indanamine